BrC1=CC=C(C=C1)S(=O)(=O)N1CCN(CC1)C(C=CC1=CC(=C(C=C1)OC(C)C)OC)=O 1-(4-((4-bromophenyl)sulfonyl)piperazin-1-yl)-3-(4-isopropoxy-3-methoxyphenyl)prop-2-en-1-one